3-((8-isopropyl-2-(methylsulfonyl)pyrazolo[1,5-a][1,3,5]triazin-4-yl)amino)benzene C(C)(C)C=1C=NN2C1N=C(N=C2NC=2C=CC=CC2)S(=O)(=O)C